C(C)(C)(C)C1=NC=CC=C1O 2-tert-butyl-3-hydroxypyridine